methyl 3-(8-bromo-3-(2,2,2-trifluoroethyl)indolizine-2-yl)propanoate BrC1=CC=CN2C(=C(C=C12)CCC(=O)OC)CC(F)(F)F